2-(methylsulfonyl)-6-(piperazin-1-yl)-N-(3,4,5-trifluorophenyl)pyrimidin-4-amine CS(=O)(=O)C1=NC(=CC(=N1)NC1=CC(=C(C(=C1)F)F)F)N1CCNCC1